(2E,2'E)-2,2'-(1-(5-(3-morpholinopropyl)furan-2-yl)ethane-1,2-diylidene)bis(N-methylhydrazine-1-carbothioamide) O1CCN(CC1)CCCC1=CC=C(O1)\C(\C=N\NC(NC)=S)=N\NC(NC)=S